3-chloro-4,6-dihydroxy-5-((2E,4E)-5-((1S,2S,3S,6R)-3-hydroxy-1,2,6-trimethyl-5-oxocyclohexyl)-3-methylpenta-2,4-dien-1-yl)-2-methylbenzaldehyde ClC=1C(=C(C=O)C(=C(C1O)C\C=C(\C=C\[C@]1([C@@H]([C@H](CC([C@@H]1C)=O)O)C)C)/C)O)C